C(C)(C)(C)OC(=O)N1CCC2([C@@H](C3=NN=CN3C2)N[S@](=O)C(C)(C)C)CC1 (S)-7'-(((R)-tert-butylsulfinyl)amino)-5'H,7'H-spiro[piperidine-4,6'-pyrrolo[2,1-c][1,2,4]triazole]-1-carboxylic acid tert-butyl ester